(2R,3R,4S,5S)-2-(4-Amino-7H-pyrrolo[2,3-d]pyrimidin-7-yl)-5-((((4-methyl-2-phenylthiophen-3-yl)methyl)thio)methyl)tetrahydrofuran-3,4-diol NC=1C2=C(N=CN1)N(C=C2)[C@@H]2O[C@@H]([C@H]([C@H]2O)O)CSCC2=C(SC=C2C)C2=CC=CC=C2